10-(2-chloro-3-fluoro-4-nitrophenoxy)-3,4-dihydro-2H-pyrimido[1,2-c]quinazoline ClC1=C(OC2=CC=3C=4N(C=NC3C=C2)CCCN4)C=CC(=C1F)[N+](=O)[O-]